4-(2,6-difluoro-4-(1-hydroxyethyl)benzyl)thiomorpholine 1,1-dioxide FC1=C(CN2CCS(CC2)(=O)=O)C(=CC(=C1)C(C)O)F